methyl (2S)-4-amino-2-[(5-phenylpyrimidin-2-yl)amino]butanoate NCC[C@@H](C(=O)OC)NC1=NC=C(C=N1)C1=CC=CC=C1